C(C)(=O)OC1=C(C=CC(=C1)C1=NN(C2=CN=C(C=C21)C2=C(C=CC=C2COCCOC2OCCCC2)F)COCC[Si](C)(C)C)N2CCN(CC2)C(=O)OC(C)(C)C tert-butyl 4-[2-(acetyloxy)-4-[5-(2-fluoro-6-{[2-(oxan-2-yloxy)ethoxy]methyl}phenyl)-1-{[2-(trimethylsilyl)ethoxy]methyl}-1H-pyrazolo[3,4-c]pyridin-3-yl]phenyl]piperazine-1-carboxylate